bismuth seleno oxide [Se]=O.[Bi]